4-(4-acryloylpiperazin-1-yl)-1-(2,4-diisopropylpyridin-3-yl)-6-fluoro-2-oxo-7-(o-tolyl)-1,2-dihydro-1,8-naphthyridine-3-carbonitrile C(C=C)(=O)N1CCN(CC1)C1=C(C(N(C2=NC(=C(C=C12)F)C1=C(C=CC=C1)C)C=1C(=NC=CC1C(C)C)C(C)C)=O)C#N